FC(COCCOC)F 1,1-difluoro-2-(2-methoxyethoxy)ethane